C(C)(C)(C)C1=C(NCCC1)OS(=O)(=O)C(F)(F)F tert-butyl-2-(trifluoromethanesulfonyloxy)-5,6-dihydro-4H-pyridine